butyl 1,6-diazaspiro[3.3]heptane-1-carboxylate hemioxalate C(C(=O)O)(=O)O.N1(CCC12CNC2)C(=O)OCCCC.C(CCC)OC(=O)N2CCC21CNC1